ClC1=NN2C(C(=N1)NC)=CC=C2CO (2-chloro-4-(methylamino)pyrrolo[2,1-f][1,2,4]triazin-7-yl)methanol